N-(3-(2-(tert-butyl)-5-(2-((1-(methylsulfonyl)piperidin-4-yl)amino)pyrimidin-4-yl)thiazol-4-yl)-2-fluorophenyl)-2-(dimethylamino)-6-fluorobenzenesulfonamide C(C)(C)(C)C=1SC(=C(N1)C=1C(=C(C=CC1)NS(=O)(=O)C1=C(C=CC=C1F)N(C)C)F)C1=NC(=NC=C1)NC1CCN(CC1)S(=O)(=O)C